C(C)N(C=O)CC N,N-Diethyl-formamid